3-((3-cyano-6-cyclopropylpyridin-2-yl)thio)-N-(4-fluorophenyl)propanamide C(#N)C=1C(=NC(=CC1)C1CC1)SCCC(=O)NC1=CC=C(C=C1)F